[Pd](Cl)Cl.CN(C1=CC=C(C=C1)P(C(C)(C)C)C(C)(C)C)C 4-dimethylaminophenyl-di-tert-butylphosphine palladium dichloride